C(C)(C)(C)OC(N[C@H](CC=O)C1=CC=CC=C1)=O (R)-(3-OXO-1-PHENYL-PROPYL)-CARBAMIC ACID TERT-BUTYL ESTER